C(C)(C)(C)OC(NC=1C(C2=CC3=CC=CC=C3C=C2C(C1)=O)=O)=O (1,4-dioxo-1,4-dihydroanthracene-2-yl)carbamic acid tert-butyl ester